[Si](C)(C)(C(C)(C)C)OCCOCC#CC(=O)C1=NOC=C1 4-(2-((tert-butyldimethylsilyl)oxy)ethoxy)-1-(isoxazol-3-yl)but-2-yn-1-one